O.N1(CCOCC1)CCS(=O)(=O)O morpholineethanesulfonic acid-hydrate